C1(CC=CCC1)OC(C(F)(F)F)=O cyclohex-3-en-1-yl-2,2,2-trifluoroacetate